FC1(C(CN(CC1)C1=NC2=CC=CC(=C2C=C1C(=O)O)F)C)F 2-(4,4-difluoro-3-methylpiperidin-1-yl)-5-fluoroquinoline-3-carboxylic acid